BrC=1C=CC(=C(C=O)C1)OC 5-bromo-2-methoxy-benzaldehyde